OCN1C(N(C(C1(C)C)=O)CO)=O 1,3-bis(hydroxymethyl)-5,5-dimethylimidazoline-2,4-dione